C1(CC1)C(C1=CC=C(C=C1)S(=O)(N)=NC(NC1=C2CCCC2=CC=2CCCC12)=O)N(C)C 4-(Cyclopropyl(dimethylamino)methyl)-N'-((1,2,3,5,6,7-hexahydro-s-indacen-4-yl)carbamoyl)benzenesulfonimidamide